Methyl N6-(tert-butoxycarbonyl)-L-lysinate C(C)(C)(C)OC(=O)NCCCC[C@H](N)C(=O)OC